C(C1=CC=CC=C1)(=O)O.ClC=1SC=C(N1)S(=O)(=O)N (2-chlorothiazole-4-sulfonamide) benzoate